2-methyl-9,10-bis[2-carboxy(4-cyclohexenyl)]carbonyloxyanthracene CC1=CC2=C(C3=CC=CC=C3C(=C2C=C1)OC(=O)C1C(CC=CC1)C(=O)O)OC(=O)C1C(CC=CC1)C(=O)O